4-pyridinemethylamine hydrochloride Cl.N1=CC=C(C=C1)CN